CC=CC(=O)NC([C@@H](N)CC(=O)N)=O N-methylacryloylaspartamide